1-(9Z,12Z-octadecadienoyl)-2-(9Z,12Z,15Z-octadecatrienoyl)-glycero-3-phosphocholine CCCCC/C=C\C/C=C\CCCCCCCC(=O)OC[C@H](COP(=O)([O-])OCC[N+](C)(C)C)OC(=O)CCCCCCC/C=C\C/C=C\C/C=C\CC